BrC=1C=C2C=C(C=CN2C1)C(=O)O 2-bromoindolizine-7-carboxylic acid